ethoxypropionaldehyde diethyl acetal C(C)OC(C(C)OCC)OCC